(R)-1-(1,3-dimethyl-1H-pyrazol-5-yl)-5-(1H-indol-4-yl)-3-(3-methylmorpholino)pyrazin-2(1H)-one CN1N=C(C=C1N1C(C(=NC(=C1)C1=C2C=CNC2=CC=C1)N1[C@@H](COCC1)C)=O)C